CC1=C(OC2=C1C=C(C=C2)S(NCCC2=CC(=CC=C2)OCC(F)(F)F)(=O)=O)C(=O)[O-] 3-Methyl-5-(N-(3-(2,2,2-trifluoroethoxy)phenylethyl)sulfamoyl)benzofuran-2-carboxylate